(methylthio)pyrido[2,3-d]pyrimidine CSC=1N=CC2=C(N1)N=CC=C2